5,8-dibromo-6-nitro-2,3-dihydrobenzo[b][1,4]dioxin BrC1=C(C=C(C=2OCCOC21)Br)[N+](=O)[O-]